(S)-6-(2-(2-methylazetidin-1-yl)-6,7-dihydro-5H-cyclopenta[d]pyrimidin-4-yl)benzo[d]isothiazol-3(2H)-one 1,1-dioxide C[C@@H]1N(CC1)C=1N=C(C2=C(N1)CCC2)C2=CC1=C(C(NS1(=O)=O)=O)C=C2